C1(CCCCC1)C[C@@H](NC1CCC(CC1)C=1OC(=NN1)O)C(=O)N1[C@@H](CN(CC1)C(=O)OC1=C(C=CC=C1)Cl)C(NCC=1SC=CC1)=O 2-chlorophenyl (3S)-4-{3-cyclohexyl-N-[4-(5-hydroxy-1,3,4-oxadiazol-2-yl)cyclohexyl]-D-alanyl}-3-[(thiophen-2-ylmethyl)carbamoyl]piperazine-1-carboxylate